C1N(CC2C1CN(C2)C(=O)C2=NC(=CC=C2)NC2=CC=CC=C2)C(=O)C2=NC(=CC=C2)NC2=CC=CC=C2 (tetrahydropyrrolo[3,4-c]pyrrole-2,5(1H,3H)-diyl)bis((6-(phenylamino)pyridin-2-yl)methanone)